cyclopentyl-5-methyl-2-((4-(piperazine-1-carbonyl)phenyl)amino)-5,11-dihydro-6H-benzo[e]pyrimido[5,4-b][1,4]diazepin-6-one C1(CCCC1)C1=NC(=NC2=C1N(C(C1=C(N2)C=CC=C1)=O)C)NC1=CC=C(C=C1)C(=O)N1CCNCC1